COC1=CC=C(C=C1)/C=C/C(=O)C1=CC=C(C=C1)CC(=O)[O-] [4-[(E)-3-(4-methoxyphenyl)prop-2-enoyl]phenyl]acetate